4-((R)-2-Azidobutan-2-yl)-6-chloro-1-((4-(cyclopropylsulfonyl)butan-2-yl)oxy)-2,7-naphthyridine N(=[N+]=[N-])[C@](C)(CC)C1=CN=C(C2=CN=C(C=C12)Cl)OC(C)CCS(=O)(=O)C1CC1